5-(difluoromethyl)-1H-indazol FC(C=1C=C2C=NNC2=CC1)F